C1CC12CCN(CC2)CC#CC2=NC=CC(=C2)N2C1CN(CC2CC1)C=1C=C(N=NC1N)C1=C(C=CC=C1)O 2-(5-(8-(2-(3-(6-azaspiro[2.5]octan-6-yl)prop-1-yn-1-yl)pyridin-4-yl)-3,8-diazabicyclo[3.2.1]octan-3-yl)-6-aminopyridazin-3-yl)phenol